O=C1NC(CCC1N1C(C2=CC=C(C=C2C1=O)N1CCN(CC1)CCCN1CCN(CC1)CCOC1=CC=C(C=C1)\C(=C(\CC)/C1=CC=CC=C1)\C1=CC=C(C=C1)B(O)O)=O)=O (Z)-(4-(1-(4-(2-(4-(3-(4-(2-(2,6-dioxopiperidin-3-yl)-1,3-dioxoisoindolin-5-yl)piperazin-1-yl)propyl)piperazin-1-yl)ethoxy)phenyl)-2-phenylbut-1-en-1-yl)phenyl)boronic acid